(S)-3-((4-(4-((S)-1-(2,6-dimethoxy-4-(1,4,5-trimethyl-6-oxo-1,6-dihydropyridin-3-yl)benzyl)-3,3-difluoropiperidin-4-yl)piperazin-1-yl)-3-fluorophenyl)amino)-piperidine-2,6-dione COC1=C(CN2CC([C@H](CC2)N2CCN(CC2)C2=C(C=C(C=C2)N[C@@H]2C(NC(CC2)=O)=O)F)(F)F)C(=CC(=C1)C1=CN(C(C(=C1C)C)=O)C)OC